(2H)-naphthol C1(CC=CC2=CC=CC=C12)O